tert-butyl 7-[[6-[(dimethylamino)methyl]-5-(2-oxaspiro[3.3]heptan-6-yloxy)-2-pyridyl]amino]-4-(7-fluoroimidazo[1,2-a]pyridin-3-yl)-1-oxo-isoindoline-2-carboxylate CN(C)CC1=C(C=CC(=N1)NC=1C=CC(=C2CN(C(C12)=O)C(=O)OC(C)(C)C)C1=CN=C2N1C=CC(=C2)F)OC2CC1(COC1)C2